C(CCC)C(C(=O)[O-])C(C(=O)[O-])CCCC 2,3-di-n-butylsuccinate